[Si](C)(C)(C(C)(C)C)OCC(CCO)(C)C 4-((tert-butyldimethylsilyl)oxy)-3,3-dimethylbutan-1-ol